C(=O)C1=C(OC[C@H]2N(CCCC2)C(=O)C=2C(=NC=CC2)CCC#N)C=CC=C1O (S)-3-(3-(2-((2-formyl-3-hydroxyphenoxy)methyl)piperidine-1-carbonyl)pyridin-2-yl)propionitrile